FC1=C(C(=O)C2=CNC3=NC=C(C=C32)C3=CC=C(C=C3)NC(C)=O)C(=CC=C1NS(=O)(=O)CCC)F N-(4-(3-(2,6-difluoro-3-(propylsulfonamido)benzoyl)-1H-pyrrolo[2,3-b]pyridin-5-yl)phenyl)acetamide